C1=CC=C(C(=C1)C=O)[N+](=O)[O-] o-nitrobenzaldehyde